tert-butyl (R)-(cyclopropylmethyl)(1-(6-(3-(4-(5-(pyrrolidin-1-yl)pyridin-3-yl)-1H-1,2,3-triazol-1-yl)oxetan-3-yl)pyridazin-3-yl)piperidin-3-yl)carbamate C1(CC1)CN(C(OC(C)(C)C)=O)[C@H]1CN(CCC1)C=1N=NC(=CC1)C1(COC1)N1N=NC(=C1)C=1C=NC=C(C1)N1CCCC1